N-(1-(6-(3-(4-chlorobenzyl)ureido)spiro[3.3]heptan-2-yl)ethyl)-6-methylnicotinamide ClC1=CC=C(CNC(NC2CC3(CC(C3)C(C)NC(C3=CN=C(C=C3)C)=O)C2)=O)C=C1